FC1(CCC(CC1)NC[C@@H]1[C@@H](CC1)COC1=C(C=CC(=C1)C)S(=O)(=O)N1[C@@H](CCC1)C(=O)O)F |o1:9,10| ((2-(((1R*,2S*)-2-(((4,4-difluorocyclohexyl)amino)methyl)cyclobutyl)methoxy)-4-methylphenyl)sulfonyl)-L-proline